COC(=O)C1=NC=CC(=C1F)C=1OC2=C(N1)C=C(C=C2)NC(=O)OC(C)(C)C 4-(5-((tert-butoxycarbonyl)amino)benzo[D]oxazol-2-yl)-3-fluoropyridinecarboxylic acid methyl ester